ClC=1C(=C(C=CC1)NC=1C(=NN2C1C(NCC2)=O)C2=CC(=NC=C2)NC=2C=NN(C2)C)OC 3-((3-chloro-2-methoxyphenyl)amino)-2-(2-((1-methyl-1H-pyrazol-4-yl)amino)pyridin-4-yl)-6,7-dihydropyrazolo[1,5-a]pyrazin-4(5H)-one